OC(CON=C1CN(C1)C1=CC(=C2C(C(=CN(C2=N1)C1=NC=NS1)C(=O)O)=O)C)CO 7-{3-[(2,3-dihydroxypropoxy)imino]azetidin-1-yl}-5-methyl-4-oxo-1-(1,2,4-thiadiazol-5-yl)-1,4-dihydro-1,8-naphthyridine-3-carboxylic acid